C1CC12CCN(CC2)C=2C(=NC=C(N2)NC(CO)(CO)C)C(=O)NC2=NC(=CC=C2)N2CCOCC2 3-(6-azaspiro[2.5]octan-6-yl)-5-((1,3-dihydroxy-2-methyl-2-propanyl)amino)-N-(6-(4-morpholinyl)-2-pyridinyl)-2-pyrazinecarboxamide